C(C1=CC=CC=C1)C=1N(C=2C(=C3CC[C@@H](NC3=CC2)C)N1)CCN1C[C@H](O[C@@H](C1)C)C (7S)-2-Benzyl-3-{2-[(2R,6R)-2,6-dimethylmorpholin-4-yl]ethyl}-7-methyl-3H,6H,7H,8H,9H-imidazo[4,5-f]chinolin